ClC=1C=CC(=C(C(=O)NC2=CC(=C(C=C2)F)Cl)C1)O 5-chloro-N-(3-chloro-4-fluorophenyl)-2-hydroxybenzamide